1-Tridecen C=CCCCCCCCCCCC